C1N(CC12CC1(CCN(CC1)C(=O)OC(C)(C)C)C2)C(=O)OCC2=CC=CC=C2 2-benzyl 9-tert-butyl 2,9-diazadispiro[3.1.5{6}.1{4}]dodecane-2,9-dicarboxylate